C(C)OC1=C(N=C2N1C=C(C=C2)C(=O)NC=2N=NC(=CC2)N2CC(NC(C2)C)CC)C ethoxy-N-(6-(3-ethyl-5-methylpiperazin-1-yl)pyridazin-3-yl)-2-methylimidazo[1,2-a]pyridine-6-carboxamide